2',4-difluoro-[1,1'-biphenyl]-2-carboxamide FC1=C(C=CC=C1)C=1C(=CC(=CC1)F)C(=O)N